carboxyl-2-carboxybenzophenone C(=O)(O)C=1C(=C(C(=O)C2=CC=CC=C2)C=CC1)C(=O)O